(S)-2-(5-(benzo[b]thiophen-3-yl)-1-oxoisoindolin-2-yl)butanamide S1C2=C(C(=C1)C=1C=C3CN(C(C3=CC1)=O)[C@H](C(=O)N)CC)C=CC=C2